C(C)(C)(C)[Si](OC[C@@]1([C@H](C[C@@H](O1)N1C(N=C(C(=C1)F)NC(C1=CC=CC=C1)=O)=O)OCOC)C=C)(C)C N-[1-[(2R,4S,5R)-5-[[tert-butyl-(dimethyl)silyl]oxymethyl]-4-(methoxymethoxy)-5-vinyl-tetrahydrofuran-2-yl]-5-fluoro-2-oxo-pyrimidin-4-yl]benzamide